2-amino-3-(5-fluoro-1-hydroxy-3H-2,1-benzoxaborol-4-yl)propanoic acid NC(C(=O)O)CC1=C(C=CC2=C1COB2O)F